N,7-dibenzyl-1-isopentyl-1,2,3,6,7,7a-hexahydro-3aH-3,6-methanopyrrolo[3,2-b]pyridine-3a-carboxamide C(C1=CC=CC=C1)NC(=O)C12N=CC3C(C1N(CC2C3)CCC(C)C)CC3=CC=CC=C3